C(C1=CC=CC=C1)N(CC(=O)OC(C)(C)C)C[C@H]([C@@H](CC(C)C)NC(=O)OC(C)(C)C)O tert-butyl 2-[benzyl-[(2R,3R)-3-(tert-butoxycarbonylamino)-2-hydroxy-5-methyl-hexyl]amino]acetate